hydroquinone bis(trimellitate) C(C=1C(C(=O)O)=CC(C(=O)O)=CC1)(=O)O.C(C=1C(C(=O)O)=CC(C(=O)O)=CC1)(=O)O.C1(O)=CC=C(O)C=C1